COC1=NC(=CC2=C1C(N(N=C2)C)=O)N2CCC(CC2)CCP(O)(O)=O (2-(1-(5-methoxy-3-methyl-4-oxo-3,4-dihydropyrido[3,4-d]pyridazin-7-yl)piperidin-4-yl)ethyl)phosphonic acid